2,5-dihydropyrrole N1CC=CC1